C1(=CC=CC=C1)COC(=O)N1C(C2(C[C@H]1C)NC(COC2)=O)CC=2C(=C(C=CC2)C2=C(C=CC=C2)OS(=O)(=O)C(F)(F)F)F (3R)-1-{[2-fluoro-2'-(trifluoromethanesulfonyloxy)-[1,1'-biphenyl]-3-yl]methyl}-3-methyl-7-oxo-9-oxa-2,6-diazaspiro[4.5]decane-2-carboxylic acid phenylmethyl ester